C1(CC1)C#CC=1C=C(C=CC1)C(C(=O)OCC)C(=O)OCC 1,3-diethyl 2-[3-(2-cyclopropylethynyl)phenyl]propanedioate